CC(C(=O)C1=CC=C(C=C1)SC)(C)N1CCOCC1 2-methyl-[4-(methylsulfanyl)phenyl]-2-morpholinopropane-1-one